F[C@@H]1CN(CC[C@@H]1NC=1C=2C=C(N(C2C=CC1)CC(F)(F)F)C#CCNC1=C(C=C(C=C1)S(=O)(=O)C)OC)C(C)C N-[(3R,4S)-3-fluoro-1-(propan-2-yl)piperidin-4-yl]-2-{3-[(4-methanesulfonyl-2-methoxyphenyl)amino]prop-1-yn-1-yl}-1-(2,2,2-trifluoroethyl)-1H-indol-4-amine